O=C1N(CCC12CNC(C2)C2=CC=CC=C2)C#N oxo-8-phenyl-2,7-diazaspiro[4.4]nonane-2-carbonitrile